C(C)(C)(C)OC(=O)N1CC2=C(CC1)N(N=N2)C(C)C=2C(=NC=CC2)Br 1-[1-(2-Bromopyridin-3-yl)ethyl]-1H,4H,5H,6H,7H-[1,2,3]triazolo[4,5-c]pyridine-5-carboxylic acid tert-butyl ester